Vinyl-dimethyl-acetoxysilane C(=C)[Si](OC(C)=O)(C)C